1-[5-ethylsulfonyl-6-[8-(2,2,3,3,3-penta-fluoropropoxy)imidazo[1,5-a]pyridin-3-yl]-3-pyridyl]cyclopropane-carbonitrile C(C)S(=O)(=O)C=1C=C(C=NC1C1=NC=C2N1C=CC=C2OCC(C(F)(F)F)(F)F)C2(CC2)C#N